CC1=NOC(=C1C)N 3,4-dimethyl-5-aminoisoxazole